N1=C(C=CC=C1)C1=CC=C(C=C1)OB(O)O (4-(pyridine-2-yl)phenyl)boric acid